COCC1N2C(OC1)=C(C=N2)S(=O)(N)=N 3-(methoxymethyl)-2,3-dihydropyrazolo[5,1-b]oxazole-7-sulfonimidamide